2-(3,3-difluorocyclopentyl)ethan-1-amine FC1(CC(CC1)CCN)F